(S)-5-(6-(4-(2-methoxyphenyl)piperidin-1-yl)-2-azaspiro[3.4]oct-2-yl)-1,2,4-thiadiazole COC1=C(C=CC=C1)C1CCN(CC1)[C@@H]1CC2(CN(C2)C2=NC=NS2)CC1